N(C)C[C@H](O)[C@@H](O)[C@H](O)[C@H](O)CO.C(C=1C(O)=CC=CC1)(=O)O salicylic acid meglumine salt